BrC=1N=C(C=2N(C1)C=C(N2)C)OCC 6-bromo-8-ethoxy-2-methylimidazo[1,2-a]pyrazine